C(C)(=O)C=1C(=NC(=CC1)C=1C=NN2C1C=CC(=C2)NC=2N=NC(=CC2)CN2CC1(COC1)C2)N2N=C(C=C2C)C#N 1-[3-acetyl-6-[6-[[6-(2-oxa-6-azaspiro[3.3]heptan-6-ylmethyl)pyridazin-3-yl]amino]pyrazolo[1,5-a]pyridin-3-yl]pyridin-2-yl]-5-methylpyrazole-3-carbonitrile